C(C)(C)(C)OC(=O)N1CCC(CC1)CCCOC1CNC1.N(=NC(=O)C1NC2=CC=CCC2C1)C(=O)C1NC2=CC=CCC2C1 1'-(azodicarbonyl)ditetrahydroindole tert-butyl-4-[3-(azetidin-3-yloxy)propyl]piperidine-1-carboxylate